C(C)OC(=O)C1=NOC(=N1)C(CO)(C)C 5-(1-hydroxy-2-methylpropan-2-yl)-1,2,4-oxadiazole-3-carboxylic acid ethyl ester